FC=1C(=NC=C(C1)F)CNC(=O)C1=CN=C(S1)N1CCC(CC1)N1C[C@@H](CCC1)COC |o1:25| N-[(3,5-difluoropyridin-2-yl)methyl]-2-[(3R*)-3-(methoxymethyl)[1,4'-bipiperidin]-1'-yl]-1,3-thiazole-5-carboxamide